Mannosylglyceric acid C([C@@H]1[C@H]([C@@H]([C@@H](C(O1)C(CO)(C(=O)O)O)O)O)O)O